(S)-N-(5-(2-(1-isopropylpyrrolidin-3-yl)acetamido)-2-methylpyridin-3-yl)-2-(1-methyl-1H-pyrazol-4-yl)pyrazolo[5,1-b]thiazole-7-carboxamide C(C)(C)N1C[C@@H](CC1)CC(=O)NC=1C=C(C(=NC1)C)NC(=O)C=1C=NN2C1SC(=C2)C=2C=NN(C2)C